6-((3-aminooxetan-3-yl)methyl)-7-bromo-N-(thiophen-2-ylmethyl)thieno[3,2-d][1,2,3]triazin-4-amine NC1(COC1)CC1=C(C=2N=NN=C(C2S1)NCC=1SC=CC1)Br